CC(CN1C=NC=2C(=NC=3C=CC=CC3C21)N)C 1-(2-methylpropyl)-4-amino-1H-imidazo[4,5-C]quinoline